(S)-2-(1-(7,8-dichloro-4-(1H-imidazol-1-yl)quinolin-2-yl)pyrrolidin-2-yl)acetic acid ClC1=CC=C2C(=CC(=NC2=C1Cl)N1[C@@H](CCC1)CC(=O)O)N1C=NC=C1